IC1=CN(C=2N=CN=C(C21)OC)S(=O)(=O)C2=CC=CC=C2 5-iodo-4-methoxy-7-(benzenesulfonyl)-7H-pyrrolo[2,3-d]pyrimidine